ClC1=CC=C(C=C1)N1C=C(C=2C(C(CCC12)(F)F)O)C(F)(F)F 1-(4-chlorophenyl)-5,5-difluoro-3-(trifluoromethyl)-4,5,6,7-tetrahydro-1H-indol-4-ol